O(CC(C(=O)[O-])=C)CC(C(=O)[O-])=C 2,2'-[oxybis(methylene)]bis-2-propenoate